6-Chloro-N4-methyl-2-(methylthio)pyrimidine-4,5-diamine ClC1=C(C(=NC(=N1)SC)NC)N